BrC1C(OCC(C1)Br)OC1=CC=CC=C1 3,5-dibromotetrahydropyranyloxybenzene